(3-methylpyridin-2-yl)zinc (II) bromide [Br-].CC=1C(=NC=CC1)[Zn+]